C1(CC1)C([C@@H](C(=O)NC1=NC=CC(=C1)CN1C(N[C@@H](C1)C)=O)NC(=O)C1=CC=NN1C)C1CC1 N-((S)-1,1-Dicyclopropyl-3-((4-(((R)-4-methyl-2-oxoimidazolidin-1-yl)methyl)pyridin-2-yl)amino)-3-oxopropan-2-yl)-1-methyl-1H-pyrazole-5-carboxamide